1-(3-(3-chloro-5-(2-methylpyrimidin-4-yl)phenyl)morpholino)prop-2-en-1-one ClC=1C=C(C=C(C1)C1=NC(=NC=C1)C)C1COCCN1C(C=C)=O